N-(4-bromopyridin-2-yl)-2-(morpholin-4-yl)acetamide BrC1=CC(=NC=C1)NC(CN1CCOCC1)=O